((1R)-1-(3-(cyclohexylamino)-2-methyl-3-oxopropanamido)-3-methylbutyl)boronic acid C1(CCCCC1)NC(C(C(=O)N[C@@H](CC(C)C)B(O)O)C)=O